N1C(=NC2=C1C=CC=C2)CCNS(=O)(=O)C2=CC=C(C=C2)OCCCN(C)C N-(2-(1H-benzo[d]imidazol-2-yl)ethyl)-4-(3-(dimethylamino)propoxy)benzenesulfonamide